C(C)(=O)OCCC1=C(C=C(C=C1)C(F)(F)F)NC(C)=O 2-[2-acetamido-4-(trifluoromethyl) phenyl]Ethyl acetate